morpholine-4-ium-4-olate [NH+]1(CCOCC1)[O-]